CN([C@@H](CCO)C(=O)[O-])C(=O)OC(C)(C)C Methyl-Boc-L-homoserinate